titanium dichloride diethoxide [O-]CC.[O-]CC.[Cl-].[Cl-].[Ti+4]